(5r,8r)-4-(benzyloxy)-3-mesityl-8-(2-(2-(2-(2-((tetrahydro-2H-pyran-2-yl)oxy)ethoxy)-ethoxy)ethoxy)ethoxy)-1-oxaspiro[4.5]dec-3-en-2-one C(C1=CC=CC=C1)OC1=C(C(OC12CCC(CC2)OCCOCCOCCOCCOC2OCCCC2)=O)C2=C(C=C(C=C2C)C)C